N1=C(C=CC2=CC=CC=C12)C1=NC2=CC=CC=C2C=C1.[Co+2] cobalt (II) biquinoline